Benzyl [(1R,3S,4R)-3-amino-4-hydroxycyclopentyl]carbamate Hydrochloride Cl.N[C@H]1C[C@H](C[C@H]1O)NC(OCC1=CC=CC=C1)=O